5,10-dideaza-5,6,7,8-tetrahydrofolic acid C(CC[C@@H](C(=O)O)NC(=O)C1=CC=C(CCC2CNC=3N=C(N)NC(=O)C3C2)C=C1)(=O)O